N-(3-(4,4-difluoropiperidin-1-yl)-1-methyl-1H-indazol-5-yl)-4-iodo-2-(6-azaspiro[2.5]oct-6-yl)benzamide FC1(CCN(CC1)C1=NN(C2=CC=C(C=C12)NC(C1=C(C=C(C=C1)I)N1CCC2(CC2)CC1)=O)C)F